ClC1=CC=C(OC2=NN(C=N2)CC(O)C(C)(C)C)C=C1 3-(4-chlorophenoxy)-α-(1,1-dimethylethyl)-1H-1,2,4-triazole-1-ethanol